tungsten-barium [Ba].[W]